6-chloro-N-[(1R,3S)-3-{[2-(trifluoromethyl)quinolin-4-yl]amino}cyclohexyl]-2H-chromene-3-carboxamide ClC=1C=C2C=C(COC2=CC1)C(=O)N[C@H]1C[C@H](CCC1)NC1=CC(=NC2=CC=CC=C12)C(F)(F)F